FC1(CCC(CC1)NC(C(C=1C=NC=CC1)(C)N(C(=O)[C@@H]1NC[C@](C1)(C)O)C1=CC=C(C=C1)S(F)(F)(F)(F)F)=O)F (2R,4R)-N-[2-[(4,4-difluorocyclohexyl)amino]-1-methyl-2-oxo-1-(3-pyridyl)ethyl]-4-hydroxy-4-methyl-N-[4-(pentafluoro-λ6-sulfanyl)phenyl]pyrrolidine-2-carboxamide